OC(C(C(=O)OCC)=C)(C)C ethyl 3-hydroxy-3-methyl-2-methylene-butanoate